(cis)-2-(3-fluoro-4-(7-((1-methylpiperidin-4-yl)carbamoyl)benzo[d]imidazo[2,1-b]thiazol-2-yl)phenyl)-4-hydroxypyrrolidine-1-carboxylic acid tert-butyl ester C(C)(C)(C)OC(=O)N1[C@H](C[C@H](C1)O)C1=CC(=C(C=C1)C=1N=C2SC3=C(N2C1)C=CC(=C3)C(NC3CCN(CC3)C)=O)F